C(C1=CC=CC=C1)N1C(=NC2=C1C=C(C=C2)C=2C(=NOC2C)C)NC=2C=NC=CC2 1-benzyl-6-(3,5-dimethylisoxazol-4-yl)-N-(pyridin-3-yl)-1H-benzo[d]imidazol-2-amine